(R)-N-((E)-1-(3-(azidomethyl)-7-fluoro-3-methyl-2,3-dihydrobenzo[b][1,4]dioxin-5-yl)ethylidene)-2-methylpropane-2-sulfinamide N(=[N+]=[N-])CC1(OC2=C(OC1)C=C(C=C2\C(\C)=N\[S@](=O)C(C)(C)C)F)C